octanoic acid 3-pentyloxy ester CCC(CC)OOC(CCCCCCC)=O